(2S,4R)-4-((tert-butyldimethylsilyl)oxy)pentan-2-ol [Si](C)(C)(C(C)(C)C)O[C@@H](C[C@H](C)O)C